(S)-7-((3-amino-2-oxopyrazin-1(2H)-yl)methyl)-4-(cyclopropylethynyl)-3-methyl-4-(trifluoromethyl)-3,4-dihydroquinazolin-2(1H)-one NC=1C(N(C=CN1)CC1=CC=C2[C@](N(C(NC2=C1)=O)C)(C(F)(F)F)C#CC1CC1)=O